6-amino-7-carbamoyl-5-(3-methoxy-2,6-dimethylphenyl)-5H-pyrrolo[2,3-b]pyrazin-2-yl trifluoromethanesulfonate FC(S(=O)(=O)OC=1N=C2C(=NC1)N(C(=C2C(N)=O)N)C2=C(C(=CC=C2C)OC)C)(F)F